BrC=1C2=C(C(=NC1)N)C(=NN2[C@@H]2CNCC2)C#CC2=CC(=CC(=C2)OC)OC (S)-7-bromo-3-((3,5-dimethoxyphenyl)ethynyl)-1-(pyrrolidin-3-yl)-1H-pyrazolo[4,3-c]pyridin-4-amine